BrC1=CC2=C(N=C(N=C2)NC2=CC(=CC=C2)F)N2C1=NCC2 6-bromo-N-(3-fluorophenyl)-8,9-dihydroimidazo[1',2':1,6]pyrido[2,3-d]pyrimidin-2-amine